(S)-methyl (4-(3-amino-6-p-tolylpyrazine-2-carboxamido)phenylsulfonyl)methyl(methyl)phosphinate NC=1C(=NC(=CN1)C1=CC=C(C=C1)C)C(=O)NC1=CC=C(C=C1)S(=O)(=O)C[P@](OC)(=O)C